C(C)(C)(C)OC(=O)C1=CC=C2C(OC3(C4=CC=C(C=C4OC=4C=C(C=CC34)N3CC(C3)C(=O)OC)N3CC(C3)C(=O)OC)C2=C1)=O dimethyl 1,1'-(6-(tert-butoxycarbonyl)-3-oxo-3H-spiro[isobenzofuran-1,9'-xanthene]-3',6'-diyl)bis(azetidine-3-carboxylate)